2-phenyl-2-(4-(4-(5,6,7,8-tetrahydro-1,8-naphthyridin-2-yl)butoxy)piperidin-1-yl)acetic acid C1(=CC=CC=C1)C(C(=O)O)N1CCC(CC1)OCCCCC1=NC=2NCCCC2C=C1